COC1=C(C(=CC(=C1)C)OC)I 1,3-dimethoxy-2-iodo-5-methylbenzene